tert-butyl (3-(3-(4-decylphenyl)ureido)propyl)carbamate C(CCCCCCCCC)C1=CC=C(C=C1)NC(NCCCNC(OC(C)(C)C)=O)=O